C(CCCCCCCCCC)(=O)OC[C@@H](OC(CCCCCCCCCC)=O)COP(=O)(O)OCC[N+](C)(C)C 1,2-bisundecanoyl-sn-glycero-3-phosphorylcholine